4,6-heptadecanediyne-3,8-diol CCC(C#CC#CC(CCCCCCCCC)O)O